(5R)-5-(dimethylamino)-8,9-difluoro-6-methyl-5,6-dihydro-4H-pyrrolo[3,2,1-ij]quinolin-6-ol CN([C@@H]1CN2C3=C(C(=C(C=C3C1(O)C)F)F)C=C2)C